C[C@@H]1N([C@@H](CCC1)C)CCNC(=O)C1=CC(=C(S1)NC(=O)C=1C=NN2C1SC(=C2)C=2C=NN(C2)C)C N-(5-((2-((2S,6R)-2,6-dimethylpiperidin-1-yl)ethyl)carbamoyl)-3-methylthiophen-2-yl)-2-(1-methyl-1H-pyrazol-4-yl)pyrazolo[5,1-b]thiazole-7-carboxamide